3,7-dibromodibenzo-thiophene BrC=1C=CC2=C(SC3=C2C=CC(=C3)Br)C1